C(C)N(C=1C=CC=2C3(C4=CC=C(C=C4OC2C1)N(CC)CC)N(CC1=CC=CC=C13)N=CC1=CC=CC3=CC=CC=C13)CC 3',6'-bis(diethylamino)-2-(naphthalene-1-ylmethylideneamino)spiro[isoindoline-1,9'-xanthene]